CC(CC=O)CCC(CCCCCC)C 3,6-dimethyldodecanal